COC(C1CCN(CC1)C1=CC=C(C=C1)C1C([C@H](CC2=CC(=CC=C12)OC)C)C1=CC=CC=C1)OC 4-(dimethoxymethyl)-1-[4-[(3S)-6-methoxy-3-methyl-2-phenyl-tetralin-1-yl]phenyl]piperidine